2-ethoxy-4,4,6-trimethyl-1,3,2-dioxaborinane C(C)OB1OC(CC(O1)(C)C)C